NC=1C(=NC(=NC1C1=C2C=NNC2=CC=C1C)C1=C(C=NC=C1)NCC(F)(F)F)C(=O)N 5-amino-6-(5-methyl-1H-indazol-4-yl)-2-[3-(2,2,2-trifluoroethylamino)-4-pyridyl]pyrimidine-4-carboxamide